P(OC1=C(C=CC=C1)C1CCCCC1)(OC1=C(C=CC=C1)C1CCCCC1)OC1=C(C=CC=C1)C1CCCCC1 tri(cyclohexylphenyl) phosphite